The molecule is flavone substituted with hydroxy groups at C-4', -5, -6 and -7. It has a role as a metabolite. It derives from an apigenin. It is a conjugate acid of a scutellarein(1-). C1=CC(=CC=C1C2=CC(=O)C3=C(O2)C=C(C(=C3O)O)O)O